1-benzyl-5-methoxy-2,3-indolinedione C(C1=CC=CC=C1)N1C(C(C2=CC(=CC=C12)OC)=O)=O